Cl.N1CC(C1)CNC=1C=NC=CC1 N-(azetidin-3-ylmethyl)pyridin-3-amine hydrochloride